1,2,6-oxathiazinane-2,2-dioxide O1S(CCCN1)(=O)=O